O1[C@@H](COCC1)CN 1-[(2R)-1,4-dioxan-2-yl]methanamine